ClC=1C(=NC(=NC1)NC1CCOCC1)C=1C=C2N(CCN(C2=O)C(C(=O)OC(C)(C)C)C)C1 tert-Butyl 2-(7-(5-chloro-2-((tetrahydro-2H-pyran-4-yl)amino)pyrimidin-4-yl)-1-oxo-3,4-dihydropyrrolo[1,2-a]pyrazin-2(1H)-yl)propanoate